N1=C(N=CC=C1)C1=C(C=CC=C1)C1=CC(=CC(=C1)C1=C(C=CC=C1)C1=NC=CC=N1)C1=C(C=CC=C1)C1=NC=CC=N1 1,3,5-tri(2-pyrimidylphenyl)benzene